tin (II) distearate C(CCCCCCCCCCCCCCCCC)(=O)[O-].C(CCCCCCCCCCCCCCCCC)(=O)[O-].[Sn+2]